(2S,4R)-N-((1-methyl-1H-indazol-5-yl)methyl)-1-((2R,3S)-3-(pyrrolidine-1-carbonyl)piperidine-2-carbonyl)-4-(3-(trifluoromethyl)benzyl)pyrrolidine-2-carboxamide CN1N=CC2=CC(=CC=C12)CNC(=O)[C@H]1N(C[C@@H](C1)CC1=CC(=CC=C1)C(F)(F)F)C(=O)[C@@H]1NCCC[C@@H]1C(=O)N1CCCC1